ClC=1C=C(C=C(C1F)Cl)C1(CC(=NO1)C1=CC(=C(C(=O)NC2=NNC(N2)=S)C=C1)C)C(F)(F)F 4-(5-(3,5-dichloro-4-fluorophenyl)-5-(trifluoromethyl)-4,5-dihydroisoxazol-3-yl)-2-methyl-N-(5-thioxo-4,5-dihydro-1H-1,2,4-triazol-3-yl)benzamide